C1=NC=CC2=C(C=CC=C12)[C@@H]1C(C1)C=1C=2N(N=C(C1)C=1C(NC(NC1)=O)=O)C=CN2 5-(8-((2S,2S)-2-(isoquinolin-5-yl)cyclopropyl)imidazo[1,2-b]pyridazin-6-yl)pyrimidine-2,4(1H,3H)-dione